2-(non-6-en-1-yloxy)phenol C(CCCCC=CCC)OC1=C(C=CC=C1)O